1-octadecyl-2-(9Z-nonadecenoyl)-glycero-3-phosphocholine CCCCCCCCCCCCCCCCCCOC[C@H](COP(=O)([O-])OCC[N+](C)(C)C)OC(=O)CCCCCCC/C=C\CCCCCCCCC